ClC=1C=C(C=C(C1OC=1C=NC(=C(C1)C(C)C)OC)Cl)NC(C(=O)OCC)=O ethyl 2-((3,5-dichloro-4-((5-isopropyl-6-methoxypyridin-3-yl) oxy) phenyl) amino)-2-oxoacetate